O1C(COCC1)CCCCO 1,4-dioxane-butanol